C(#N)C1=CC(=C(COC2=CC=CC(=N2)C2=CC=C(C3=C2CCO3)CC3=NC2=C(N3C[C@H]3OCC3)C=C(C=C2)C(=O)OC)C=C1)F (S)-methyl 2-((4-(6-((4-cyano-2-fluorobenzyl) oxy) pyridin-2-yl)-2,3-dihydrobenzofuran-7-yl) methyl)-1-(oxetan-2-ylmethyl)-1H-benzo[d]imidazole-6-carboxylate